FC1=CC=CC2=C1N=C(S2)[C@H]2N(CCC1=C2N=CN1)C(=O)C=1OC(=NN1)C1=NN(C=C1)C (S)-(4-(4-fluorobenzo[d]thiazol-2-yl)-6,7-dihydro-1H-imidazo[4,5-c]pyridin-5(4H)-yl)(5-(1-methyl-1H-pyrazol-3-yl)-1,3,4-oxadiazol-2-yl)methanone